FC(C(C)(O[Si](CC)(CC)CC)C)(F)C=1C(=C(C=CC1)[C@@H](C)NC=1C2=C(N=C(N1)C)C(=NC(=C2)S(=O)(=O)C=2C=NN(C2)C)C)F N-[(1R)-1-(3-{1,1-difluoro-2-methyl-2-[(triethylsilyl)oxy]propyl}-2-fluorophenyl)ethyl]-2,8-dimethyl-6-(1-methyl-1H-pyrazole-4-sulfonyl)pyrido[3,4-d]pyrimidin-4-amine